O1C2C(C(C1)OC1=CC(=C(C(=C1)C)OC1=CC(=C(C(=C1)C)O)C)C)OCC2OC2=CC(=C(C(=C2)C)OC2=CC(=C(C(=C2)C)O)C)C 4,4'-((((hexahydrofuro[3,2-b]furan-3,6-diyl)bis(oxy))bis(2,6-dimethyl-4,1-phenylene))bis(oxy))bis(2,6-dimethylphenol)